COC=1C(=NC(=NC1)C=1C=NC=NC1OC)N(CC12COC(CC1)(CC2)C=2N(C=C(N2)C(F)(F)F)C)C 5,6'-dimethoxy-N-methyl-N-((1-(1-methyl-4-(trifluoromethyl)-1H-imidazol-2-yl)-2-oxabicyclo[2.2.2]oct-4-yl)methyl)-[2,5'-bipyrimidin]-4-amine